CC1=C(C(=C2C(SC=C2)=NOS(=O)(=O)C2=CC=C(C=C2)C)C#N)C=CC=C1 2-methyl-alpha-[2-[[[(4-methylphenyl)sulfonyl]oxy]imino]-3(2H)-thiophenylidene]benzyl cyanide